6-chloro-3-[hydroxy-(3-methoxyisoxazol-5-yl)methylene]-5-[4-(3-hydroxypropoxy)phenyl]indolin-2-one ClC1=C(C=C2C(C(NC2=C1)=O)=C(C1=CC(=NO1)OC)O)C1=CC=C(C=C1)OCCCO